(1R,2S)-2-((S)-8-fluoro-5H-imidazo[5,1-a]isoindol-5-yl)-7-oxaspiro[3.5]nonan-1-ol FC1=CC=C2[C@@H](N3C(C2=C1)=CN=C3)[C@H]3[C@H](C1(C3)CCOCC1)O